tert-butyl 4-(4-cyano-3-(((S)-1-methylpyrrolidin-2-yl)methoxy)-6-(naphthalen-1-yl)-5,6,7,8-tetrahydro-2,6-naphthyridin-1-yl)-2-(cyanomethyl)piperazine-1-carboxylate C(#N)C1=C(N=C(C=2CCN(CC12)C1=CC=CC2=CC=CC=C12)N1CC(N(CC1)C(=O)OC(C)(C)C)CC#N)OC[C@H]1N(CCC1)C